1,2-bis(2-methyl-1H-imidazol-1-yl)ethane triflate OS(=O)(=O)C(F)(F)F.CC=1N(C=CN1)CCN1C(=NC=C1)C